OCCOC(C1=CC=C(C(=O)OCCO)C=C1)=O.CSCCSC 1,2-bis(methylthio)ethane di(β-hydroxylethyl)terephthalate